6-Chloro-3-[1-(2-fluoro-phenyl)-1-hydroxy-methylidene]-5-[4-(1-hydroxymethyl-cyclopropyl)-phenyl]-1,3-dihydro-indol-2-one, sodium salt [Na].ClC1=C(C=C2C(C(NC2=C1)=O)=C(O)C1=C(C=CC=C1)F)C1=CC=C(C=C1)C1(CC1)CO